((3R,4S,5S)-3,4-bis(benzyloxy)-5-((S)-1,2-bis(benzyloxy)ethyl)-1-hydroxypyrrolidin-2-yl)diphenylphosphine oxide C(C1=CC=CC=C1)O[C@H]1C(N([C@H]([C@@H]1OCC1=CC=CC=C1)[C@@H](COCC1=CC=CC=C1)OCC1=CC=CC=C1)O)P(C1=CC=CC=C1)(C1=CC=CC=C1)=O